2-((2-((methylthio)methyl)thiazol-5-yl)methyl)-6-(2-(2,2,2-trifluoroethoxy)pyrimidin-5-yl)pyridazin-3(2H)-one CSCC=1SC(=CN1)CN1N=C(C=CC1=O)C=1C=NC(=NC1)OCC(F)(F)F